2-(1-ethyl-1H-pyrazol-5-yl)benzo[b]thiophene-3-carbonitrile C(C)N1N=CC=C1C1=C(C2=C(S1)C=CC=C2)C#N